tert-butyl (2S,SR)-4-((4-cyclopropyloxazol-2-yl)(4-fluorophenyl)methyl)-2,5-dimethylpiperazine-1-carboxylate C1(CC1)C=1N=C(OC1)C(N1C[C@@H](N(C[C@@H]1C)C(=O)OC(C)(C)C)C)C1=CC=C(C=C1)F |&1:14|